ClC1=C(C=CC(=C1)Cl)C1=CC=C(O1)C=C1C(C2=CC=CC=C2C1=O)=O 2-[[5-(2,4-Dichlorophenyl)-2-furanyl]methylene]-1H-indene-1,3(2H)-dione